Methyl (S)-3-(2'-(but-3-en-1-yloxy)-6'-methyl-[1,1'-biphenyl]-3-yl)-3-((S)-2-(5-fluoro-2-oxopyridin-1(2H)-yl)hex-5-enamido)propanoate C(CC=C)OC1=C(C(=CC=C1)C)C1=CC(=CC=C1)[C@H](CC(=O)OC)NC([C@H](CCC=C)N1C(C=CC(=C1)F)=O)=O